tert-butyl 1-(1-(ethoxycarbonyl)cyclobutyl)-4,6-dihydropyrrolo[3,4-c]pyrazole-5(1H)-carboxylate C(C)OC(=O)C1(CCC1)N1N=CC2=C1CN(C2)C(=O)OC(C)(C)C